C=C(C(=CO)C)CC[C@@H](C)[C@H]1CC[C@H]2[C@@H]3CCC4CCCC[C@]4(C)[C@H]3CC[C@]12C 24-methylenecholestenol